C1(C(C(C(C1)C(=O)Cl)C(=O)Cl)C(=O)Cl)C(=O)Cl 1,2,3,4-cyclopentanetetracarbonyl chloride